4,4'-(9H-fluorene-9,9-diyl)dibenzoic acid C1=CC=CC=2C3=CC=CC=C3C(C12)(C1=CC=C(C(=O)O)C=C1)C1=CC=C(C(=O)O)C=C1